ClC=1C=C(C=CC1F)C1=CN(C2=C1C(N(C=C2)CC(=O)N2CC(CC2)F)=O)CCN(C)C 3-(3-chloro-4-fluorophenyl)-1-(2-(dimethylamino)ethyl)-5-(2-(3-fluoropyrrolidin-1-yl)-2-oxoethyl)-1H-pyrrolo[3,2-c]pyridin-4(5H)-one